2-chloro-N-(pyridin-2-ylmethyl)acetamide methyl-5-(2-chloro-5-methoxyphenyl)-3-(((4-nitrophenoxy)carbonyl)amino)thiophene-2-carboxylate COC(=O)C=1SC(=CC1NC(=O)OC1=CC=C(C=C1)[N+](=O)[O-])C1=C(C=CC(=C1)OC)Cl.ClCC(=O)NCC1=NC=CC=C1